C1(CCC1)C1=C2C(=NC=3C=C4C(=CC13)OCO4)C4=CC1=C(C(N4C2)=O)CC([C@]1(O)CC)=O (S)-13-cyclobutyl-7-ethyl-7-hydroxy-9,12-dihydro-7H-cyclopenta[6,7]indolizino[1,2-b][1,3]dioxolo[4,5-g]quinoline-8,10-dione